C1(CCCC1)N(C1=C(C(=O)NC=2SC(=CN2)CC)C=C(C=C1)S(=O)(=O)N1CCOCC1)C 2-(Cyclopentyl(methyl)amino)-N-(5-ethylthiazol-2-yl)-5-(morpholinosulfonyl)benzamide